C(C1=CC=CC=C1)N1N=NN=C1C(N1CCN(CC1)C)C=1C=NC(=CC1)Br 1-((1-benzyl-1H-tetrazol-5-yl)(6-bromopyridin-3-yl)methyl)-4-methylpiperazine